C(C)(C)(C)C1=NC(=NO1)CN1C2=C(OCC1=O)C=C(C=C2)NC(=O)NC2=CC=C1C=CNC1=C2 1-(4-((5-(tert-butyl)-1,2,4-oxadiazol-3-yl)methyl)-3-oxo-3,4-dihydro-2H-benzo[b][1,4]oxazin-7-yl)-3-(1H-indol-6-yl)urea